C1(CC1)N1C(=NN=C1)C1=CC=CC(=N1)NC(=O)NC=1SC2=C(N1)C=CC=C2C 1-(6-(4-cyclopropyl-4H-1,2,4-triazol-3-yl)pyridin-2-yl)-3-(7-methylbenzo[d]thiazol-2-yl)urea